C1(CCCCC1)C(COC)(COC)CC[Si](C)(C)C 2-cyclohexyl-2-(2-trimethylsilylethyl)-1,3-dimethoxypropane